(±)-tert-Butyl ((1R,S)-1-(2-((methylsulfinyl)methyl)-4-nitrophenyl)ethyl)carbamate C[S@](=O)CC1=C(C=CC(=C1)[N+](=O)[O-])[C@@H](C)NC(OC(C)(C)C)=O |r|